C(C)(C)(C)OC(=O)NCC1C(CC1)C(=O)[O-] 2-[(tert-butoxycarbonylamino)methyl]cyclobutanecarboxylate